ClBr chloroBromine